Cl.COC=1C=C2CCNC(C2=CC1OCC)CC1=CC=C(C=C1)OC 6-methoxy-7-ethoxy-1-(4-methoxybenzyl)-1,2,3,4-tetrahydroisoquinoline hydrochloride